5-(2-acetyl-5-chlorophenyl)-6-methoxypyridin-3(2H)-one C(C)(=O)C1=C(C=C(C=C1)Cl)C1=CC(CN=C1OC)=O